bis(triethoxysilylpropyl) disulfide C(C)O[Si](OCC)(OCC)CCCSSCCC[Si](OCC)(OCC)OCC